C(#N)C=1C=C(C=CC1OCC(C)C)C=1N=C(SC1C)C(=O)O 4-(3-cyano-4-isobutoxyphenyl)-5-methyl-2-thiazolecarboxylic acid